C(C)(=O)N1CC2(CN(C2)CC=2C=CC(=NC2OC)C=2C(=C(C=CC2)C2=C(C(=NC=C2)C2=CC(=C(C=O)C=C2)OC(F)F)Cl)Cl)C1 4-(4-(3-(5-((6-acetyl-2,6-diazaspiro[3.3]heptan-2-yl)methyl)-6-methoxypyridin-2-yl)-2-chlorophenyl)-3-chloropyridin-2-yl)-2-(difluoromethoxy)benzaldehyde